FC1=C(C=CC(=C1)OC1=NN(C=C1)C1=NC=C(C=C1)C)NC1=NC=NC2=CC(=C(C=C12)NC1CCN(CC1)C(C=C)=O)OC 1-[4-({4-[(2-fluoro-4-{[1-(5-methylpyridin-2-yl)pyrazol-3-yl]oxy}phenyl)amino]-7-methoxyquinazolin-6-yl}amino)piperidin-1-yl]prop-2-en-1-one